methyl 5-(tetrahydro-2H-pyran-4-yl)-2-furoate O1CCC(CC1)C1=CC=C(O1)C(=O)OC